The molecule is a branched hexasaccharide derivative consisting of a linear tetrasaccharide unit of beta-L-rhamnose, beta-D-glucose, and two alpha-L-rhamnose residues, linked sequentially (1->4), (1->3) and (1->3), to the non-reducing-end alpha-L-rhamnose residue is also linked (1->2) an alpha-D-glucuronosyl-(1->6)-alpha-D-glucosyl disaccharide branch, the whole linked glycosidically to a 5-aminopentyl group. It is a hexasaccharide derivative and a glycoside. C[C@H]1[C@@H]([C@H]([C@H]([C@H](O1)O[C@@H]2[C@H](O[C@H]([C@@H]([C@H]2O)O)O[C@@H]3[C@H]([C@@H](O[C@H]([C@@H]3O[C@@H]4[C@@H]([C@H]([C@@H]([C@H](O4)CO[C@@H]5[C@@H]([C@H]([C@@H]([C@H](O5)C(=O)O)O)O)O)O)O)O)O[C@@H]6[C@H]([C@@H](O[C@H]([C@@H]6O)OCCCCCN)C)O)C)O)CO)O)O)O